p-aminobenzoic acid isobutyl ester C(C(C)C)OC(C1=CC=C(C=C1)N)=O